NC=1C=CC(=NC1NC1=CC=NC=C1)N1CCN(C2(CC2)C1)C(=O)OC(C)(C)C tert-butyl 7-[5-amino-6-(4-pyridylamino)-2-pyridyl]-4,7-diazaspiro[2.5]Octane-4-carboxylate